CN1CC(CCC1)C(=O)OC[C@@H]1C[C@H]2N(CCC3=CC(=C(C=C23)OC)OC)C[C@H]1CC(C)C [(2R,3S,11bR)-9,10-dimethoxy-3-(2-methylpropyl)-1H,2H,3H,4H,6H,7H,11bH-pyrido[2,1-a]isoquinolin-2-yl]methyl 1-methylpiperidine-3-carboxylate